BrC1=C(C=CC=C1Br)N1C2=CC=CC=C2C=2C=CC=CC12 9-(2,3-dibromophenyl)-9H-carbazole